ClC1=NC(=C(C(=N1)Cl)SC)Cl 2,4,6-trichloro-5-methylthiopyrimidine